(2S,4R)-1-((S)-2-amino-3,3-dimethylbutanoyl)-4-hydroxy-N-((S)-1-(4-(4-methylthiazol-5-yl)phenyl)ethyl)pyrrolidine-2-carboxamide N[C@H](C(=O)N1[C@@H](C[C@H](C1)O)C(=O)N[C@@H](C)C1=CC=C(C=C1)C1=C(N=CS1)C)C(C)(C)C